C1(CC1)N1CCC2=CC=C3C(=C12)C=CN3 cyclopropyl-pyrrolo-indoline